C(C)(C)(C)OC([C@@H](NC([C@@H](N)[C@@H](C)CC)=O)[C@@H](C)CC)=O L-isoleucyl-L-isoleucine tert-butyl ester